C(#N)C1=C(C=CC=C1)[C@@H](CC)C=1C=NN(C1)CCO (1R,2R)-1-(2-cyanophenyl)-1-(1-(2-hydroxyethyl)-1H-pyrazol-4-yl)propan